ClC1=CC=C(C=C1)N1CC(CCC1)NC(=O)N 1-[1-(4-chlorophenyl)piperidin-3-yl]urea